C1(CC1)C([C@@H](C(=O)NC1=NC(=C(C=C1)C=1C(=NC=C(C1)OC)C)F)NC(=O)C=1N(N=CC1)C(C)C)C1CC1 N-[(1S)-1-(dicyclopropyl-methyl)-2-[[6-fluoro-5-(5-methoxy-2-methyl-3-pyridyl)-2-pyridyl]amino]-2-oxo-ethyl]-2-isopropyl-pyrazole-3-carboxamide